(S)-N-(2-bromo-6-chlorophenyl)-2-((1-(1-(dimethylamino)propan-2-yl)-1H-pyrazol-4-yl)amino)-4-ethoxypyrimidine-5-carboxamide BrC1=C(C(=CC=C1)Cl)NC(=O)C=1C(=NC(=NC1)NC=1C=NN(C1)[C@H](CN(C)C)C)OCC